2-oxo-N-(1H-pyrazolo[4,3-c]pyridin-7-yl)-2-[(2R,5S)-2-[2-(4-hydroxy-1-methyl-4-piperidyl)-1,3-benzothiazol-5-yl]-5-methyl-1-piperidyl]acetamide O=C(C(=O)NC=1C2=C(C=NC1)C=NN2)N2[C@H](CC[C@@H](C2)C)C=2C=CC1=C(N=C(S1)C1(CCN(CC1)C)O)C2